C(C1=CC=CC=C1)SC1=CC=CC=2OC(OC21)(F)F 4-(Benzylthio)-2,2-difluoro-1,3-benzodioxole